CC1N(CCOC1)C=1C=C(C=2N(N1)C(=NC2)C2=CC=NN2)C=2C=NC(=CC2)C 3-methyl-4-(4-(6-methylpyridin-3-yl)-7-(1H-pyrazol-5-yl)imidazo[1,5-b]pyridazin-2-yl)morpholine